(3R,5R)-5-(4-bromophenyl)-1-methylpiperidin-3-amine BrC1=CC=C(C=C1)[C@H]1C[C@H](CN(C1)C)N